4-(4-((3-carbamoylbenzyl)oxy)phenyl)-N-(4-phenylbutyl)-1H-imidazole-1-carboxamide C(N)(=O)C=1C=C(COC2=CC=C(C=C2)C=2N=CN(C2)C(=O)NCCCCC2=CC=CC=C2)C=CC1